4-(4-Isopropylthiazol-2-yl)piperazine-1-carboxylic acid tert-butyl ester C(C)(C)(C)OC(=O)N1CCN(CC1)C=1SC=C(N1)C(C)C